COC=1C=C(C=C(C1O)OC)CC(=O)CC1=CC(=C(C(=C1)OC)O)OC 3,5-dimethoxy-4-hydroxyphenylmethyl ketone